E-oxaborole-3-carboxylic acid O1B=C(C=C1)C(=O)O